vinyl-(tri-methoxyethoxy)silane C(=C)[SiH2]OCC(OC)(OC)OC